N-(2-((5-(5-(difluoromethyl)-1,3,4-oxadiazol-2-yl)pyrimidin-2-yl)amino)-2-(4-fluorophenyl)ethyl)benzamide FC(C1=NN=C(O1)C=1C=NC(=NC1)NC(CNC(C1=CC=CC=C1)=O)C1=CC=C(C=C1)F)F